2-((tert-butyldimethylsilyl)oxy)-N-(5-fluoro-2-nitrobenzyl)ethan-1-amine [Si](C)(C)(C(C)(C)C)OCCNCC1=C(C=CC(=C1)F)[N+](=O)[O-]